(R)-3-((5-cyclopropyl-6-(2-(ethoxymethoxy)-4-ethynylphenyl)pyridazin-3-yl)amino)piperidine-1-carboxylic acid tert-butyl ester C(C)(C)(C)OC(=O)N1C[C@@H](CCC1)NC=1N=NC(=C(C1)C1CC1)C1=C(C=C(C=C1)C#C)OCOCC